oxo-2,3-dihydro-1H-indene-5-sulfonamide O=C1CCC2=CC(=CC=C12)S(=O)(=O)N